6,6,9-Trimethyl-3-(4-methylnonan-3-yl)benzo[c]chromen-1-ol CC1(OC=2C=C(C=C(C2C2=C1C=CC(=C2)C)O)C(CC)C(CCCCC)C)C